bis(2-(trimethylsilyl)ethyl) ((1R,6R,E)-6-hydroxy-1-methylcyclooct-4-ene-1-carbonyl)-L-aspartate O[C@H]1/C=C/CC[C@](CC1)(C(=O)N[C@@H](CC(=O)OCC[Si](C)(C)C)C(=O)OCC[Si](C)(C)C)C